ClC1=CC=C(C(=C1)NCC1=C(C=CC=C1)C)N 5-chloro-N1-(2-methylbenzyl)benzene-1,2-diamine